N-(6-chloropyridin-3-yl)-6-(((1s,4s)-4-methoxycyclohexyl)oxy)isoquinolin-1-amine ClC1=CC=C(C=N1)NC1=NC=CC2=CC(=CC=C12)OC1CCC(CC1)OC